NC=1C(=NC=C(C1C)Br)C(=O)N 3-amino-5-bromo-4-methylpyridineamide